CC1CN(C(=CC1)C=1C=NC(=CC1)NC)C(=O)OC(C)(C)C tert-Butyl 3-methyl-6-[6-(methylamino)-3-pyridyl]-3,4-dihydro-2H-pyridine-1-carboxylate